BrC=1C=C2CCC(C2=CC1)=CC#N 2-(5-bromo-2,3-dihydro-1H-indene-1-ylidene)acetonitrile